ClC(C1=NC(=NO1)C=1C=NC(=NC1)NC(CNC(C1=CC=CC=C1)=O)C1=CC=CC=C1)(F)F N-[2-[[5-[5-[chloro(difluoro)methyl]-1,2,4-oxadiazol-3-yl]pyrimidin-2-yl]amino]-2-phenylethyl]benzamide